Lutetium(III) chloride [Cl-].[Lu+3].[Cl-].[Cl-]